4-amino-7-chloro-N-(6-((1-cyclopropyl-1H-pyrazol-4-yl)ethynyl)-2,3-dihydrobenzofuran-3-yl)-N,1-dimethyl-1H-pyrazolo[4,3-c]quinoline-8-carboxamide NC1=NC=2C=C(C(=CC2C2=C1C=NN2C)C(=O)N(C)C2COC1=C2C=CC(=C1)C#CC=1C=NN(C1)C1CC1)Cl